C(C)(=O)N1CC(C1)C(=O)N(C1=CC(=CC=C1)F)CC=1N=C2N(C=CC(=C2)C=2OC(=NN2)C(F)F)C1 1-acetyl-N-((7-(5-(difluoromethyl)-1,3,4-oxadiazol-2-yl)imidazo[1,2-a]pyridine-2-yl)methyl)-N-(3-fluorophenyl)azetidine-3-carboxamide